[C@@H]12CN(C[C@H]2CC1)C1=CC(=C(C=N1)C1CN(CC1)C(C=C)=O)C1=NN(C=C1)C 1-(3-(6-((cis)-3-azabicyclo[3.2.0]heptan-3-yl)-4-(1-methyl-1H-pyrazol-3-yl)pyridin-3-yl)pyrrolidin-1-yl)prop-2-en-1-one